C(=O)C=1C=CC(=C(C1)CN(CC(=O)NC)C)OC 2-([(5-FORMYL-2-METHOXYPHENYL)METHYL](METHYL)AMINO)-N-METHYLACETAMIDE